Acetoxysilane C(C)(=O)O[SiH3]